NCC#CC=1C=CC2=C(N(C=N2)C2C(NC(CC2)=O)=O)C1 3-(6-(3-Aminoprop-1-yn-1-yl)-1H-benzo[d]imidazol-1-yl)piperidine-2,6-dione